ClC1=C2C(=CNC2=C(C=C1)NS(=O)(=O)C=1C=NN(C1)C(CO)(CO)CCl)C#N N-(4-chloro-3-cyano-1H-indol-7-yl)-1-[1-(chloromethyl)-2-hydroxy-1-(hydroxymethyl)ethyl]pyrazole-4-sulfonamide